(S)-Benzyl tert-butyl (6-azidohexane-1,5-diyl)dicarbamate N(=[N+]=[N-])C[C@H](CCCCNC(OCC1=CC=CC=C1)=O)NC(OC(C)(C)C)=O